FC(C=1N=NNN1)(F)F 5-(trifluoromethyl)-2H-tetrazol